{4-amino-2-[4-(difluoromethyl)anilino]-1,3-thiazol-5-yl}(4-chlorophenyl)methanone NC=1N=C(SC1C(=O)C1=CC=C(C=C1)Cl)NC1=CC=C(C=C1)C(F)F